C(C)C(C=C)(CCC(CCC)CC)O 3,6-diethyl-1-nonen-3-ol